N1C(C2=C3C(C=CC=C13)=CC=C2)=O BENZO[CD]INDOL-2(1H)-ONE